N1=CC=C(C=C1)C1=NN(C(=C1)N1C(CC(CC1)CCC(F)(F)F)=O)COCC[Si](C)(C)C 1-(3-(pyridin-4-yl)-1-((2-(trimethylsilyl)ethoxy)methyl)-1H-pyrazol-5-yl)-4-(3,3,3-trifluoropropyl)piperidin-2-one